2-methoxyethyl 5-hydroxy-4,4-dimethylpentanoate OCC(CCC(=O)OCCOC)(C)C